carbazolyl bromide C1(=CC=CC=2C3=CC=CC=C3NC12)Br